1-(4-{3-[({1-[4-(2-cyclopropoxyphenyl)pyridin-3-yl]cyclopropyl}amino)methyl]-4-methylphenyl}butyl)-3-[(2S,3R,4R,5R)-2,3,4,5,6-pentahydroxyhexyl]urea C1(CC1)OC1=C(C=CC=C1)C1=C(C=NC=C1)C1(CC1)NCC=1C=C(C=CC1C)CCCCNC(=O)NC[C@@H]([C@H]([C@@H]([C@@H](CO)O)O)O)O